formylmandelic acid chloride C(=O)C(C(=O)Cl)(O)C1=CC=CC=C1